N-[9-[(2R,3R,4S,5R)-4-benzyloxy-5-(benzyloxymethyl)-3-hydroxy-5-(hydroxymethyl)-tetrahydrofuran-2-yl]-6-oxo-1H-purin-2-yl]-2-methyl-propionamide C(C1=CC=CC=C1)O[C@H]1[C@H]([C@@H](O[C@]1(CO)COCC1=CC=CC=C1)N1C=2N=C(NC(C2N=C1)=O)NC(C(C)C)=O)O